ClC=1C=C(NC2(CCC3(C(=CC4=CC=CC=C34)C3=CC=C(C=C3)OC)CC2)C(=O)O)C=CC1 (1s,4s)-4-(3-Chloroanilino)-2'-(4-methoxyphenyl)spiro[cyclohexane-1,1'-indene]-4-carboxylic acid